N1C=NC=C1CN1C(N=C(C2=CC=C(C=C12)C(F)(F)F)N(C)C)=O 1-((1H-Imidazol-5-yl)methyl)-4-(dimethylamino)-7-(trifluoromethyl)quinazolin-2(1H)-one